7-(1-(1-Ethoxyethyl)-1H-pyrazol-4-yl)-6-fluoro-8-isopropoxy-[1,2,4]triazolo[1,5-a]pyridin-2-amine C(C)OC(C)N1N=CC(=C1)C1=C(C=2N(C=C1F)N=C(N2)N)OC(C)C